bis-fluorocarbonate C(=O)(F)F